N(=[N+]=[N-])CCOC=1C=C(C=CC1)C=1C(=C(NC1)C(C(=O)OCC)=O)C1=CC=CC=C1 ethyl 2-(4-(3-(2-azidoethoxy) phenyl)-3-phenyl-1H-pyrrol-2-yl)-2-oxoacetate